C(CCCCCCCCC=CCCCCCCCC)(=O)[O-] 10-nonadecenoate